[N+](=O)([O-])C=1C=C(C=CC1)C1CCOC2=CC=CC=C12 4-(3-nitrophenyl)-3,4-dihydro-1H-chromen